FC(C(=C)B(O)O)(F)F 3,3,3-trifluoroprop-1-en-2-ylboronic acid